FC=1C=C(CN2CCC(CC2)NC(C2=CC(=CC=C2)[N+](=O)[O-])=O)C=C(C1)F N-(1-(3,5-difluorobenzyl)piperidin-4-yl)-3-nitrobenzamide